OC=1C=C(C#N)C=C(C1C1=CC=C2C(=N1)N=C(O2)N2[C@H]1[C@H](OCC2)CN(C1)CC)C |r| 3-Hydroxy-5-methyl-4-[2-[rac-trans-6-ethyl-2,3,4a,5,7,7a-hexahydropyrrolo[3,4-b][1,4]-oxazin-4-yl]oxazolo[4,5-b]pyridin-5-yl]benzonitrile